8-(2-fluoro-4-(2-morpholinoethoxy)phenyl)-N-(6-(piperazin-1-yl)pyridin-3-yl)quinazolin-2-amine FC1=C(C=CC(=C1)OCCN1CCOCC1)C=1C=CC=C2C=NC(=NC12)NC=1C=NC(=CC1)N1CCNCC1